5-amino-6-(2-chloro-5-fluorophenyl)-7-(4-methoxybenzyl)-6,7-dihydro-8H-pyrrolo[3,4-e][1,2,4]triazolo[1,5-a]pyridin-8-one NC1=CC=2N(C3=C1C(N(C3=O)CC3=CC=C(C=C3)OC)C3=C(C=CC(=C3)F)Cl)N=CN2